(2-(cyclopentylthio)-6-(piperidin-4-ylamino)pyrimidin-4-yl)((3R,4R)-4-(3,4-dihydroisoquinoline-2(1H)-yl)-3-hydroxypiperidin-1-yl)methanone C1(CCCC1)SC1=NC(=CC(=N1)C(=O)N1C[C@H]([C@@H](CC1)N1CC2=CC=CC=C2CC1)O)NC1CCNCC1